ClC=1C(=C(NC=2C3=C(N=CN2)C=NC(=C3)[C@@H]3CN(CCC3)C(C=C)=O)C=CC1)F 1-[(3S)-3-[4-(3-chloro-2-fluoro-anilino)pyrido[3,4-d]pyrimidin-6-yl]-1-piperidyl]prop-2-en-1-one